ethyl (S)-3-(benzyl((R)-1-phenylethyl)amino)-3-(4'-fluoro-3'-methylbiphenyl-3-yl)propanoate C(C1=CC=CC=C1)N([C@@H](CC(=O)OCC)C=1C=C(C=CC1)C1=CC(=C(C=C1)F)C)[C@H](C)C1=CC=CC=C1